3-chloro-4-(2,5-dihydro-1H-pyrrol-1-yl)-α-methyl-benzeneacetic acid ClC=1C=C(C=CC1N1CC=CC1)C(C(=O)O)C